OC[C@H](C1=CC=CC=C1)NC1=NC(=NC=C1C=1OC=NN1)NC1=CC=C2C(=N1)C(OB2O)(C)C (S)-5-((4-((2-hydroxy-1-phenylethyl)amino)-5-(1,3,4-oxadiazol-2-yl)pyrimidin-2-yl)amino)-3,3-dimethyl-[1,2]oxaborolo[4,3-b]pyridin-1(3H)-ol